5-(cyclohexylmethyl)-N-(5-chloro-4-(5-((4-ethyl-4-hydroxyhexyl)oxy)-2-fluorophenyl)pyridin-2-yl)-4H-1,2,4-triazole-3-carboxamide C1(CCCCC1)CC=1NC(=NN1)C(=O)NC1=NC=C(C(=C1)C1=C(C=CC(=C1)OCCCC(CC)(O)CC)F)Cl